C(C)C1=C(C=CC(=C1)CC)NC1=C(C=C(C=C1)CC)CC di(2,4-diethylphenyl)amine